(E)-N'-(3,5-dimethoxybenzylidene)-3-isopropylpyrazine-2-carbohydrazide COC=1C=C(\C=N\NC(=O)C2=NC=CN=C2C(C)C)C=C(C1)OC